N-iodosulfamate INS([O-])(=O)=O